1-((1S,4S)-5-(4-((3-chloro-4-(difluoromethoxy)phenyl)amino)pyrido[3,2-d]pyrimidin-6-yl)-2,5-diazabicyclo[2.2.2]octan-2-yl)prop-2-en-1-one ClC=1C=C(C=CC1OC(F)F)NC=1C2=C(N=CN1)C=CC(=N2)N2[C@@H]1CN([C@H](C2)CC1)C(C=C)=O